C(CCCCCCCCCCC)(=O)C(OP(OC(CO)CO)(=O)[O-])(C[N+](C)(C)C)C(CCCCCCCCCCC)=O di-lauroyl-sn-glycero-2-phosphocholine